ClC=1C=CC(=NC1)COC1=NN=C(S1)NC(=O)C1=CN=NC=C1C1=C(C=CC=C1OC)F N-(5-((5-chloropyridin-2-yl)methoxy)-1,3,4-thiadiazol-2-yl)-5-(2-fluoro-6-methoxyphenyl)pyridazine-4-carboxamide